NC=1N=NC(=CC1N1CC(N(CC1)C1=CC=CC=C1)=O)C1=C(C=CC=C1)O 4-(3-amino-6-(2-hydroxyphenyl)pyridazin-4-yl)-1-phenylpiperazin-2-one